methyl (S)-(7-((1-hydroxyhexan-3-yl)amino)-1-((3-methoxy-6-(2-((methoxycarbonyl)amino)-propan-2-yl)pyridin-2-yl)methyl)-1H-pyrazolo[4,3-d]pyrimidin-5-yl)carbamate OCC[C@H](CCC)NC=1C2=C(N=C(N1)NC(OC)=O)C=NN2CC2=NC(=CC=C2OC)C(C)(C)NC(=O)OC